α-(o-tolyl)benzyl Mercaptan C1(=C(C=CC=C1)C(C1=CC=CC=C1)S)C